2-(1-methyl-1H-pyrazol-4-yl)[1,2,4]triazolo[1,5-c]quinazolin CN1N=CC(=C1)C1=NN2C=NC=3C=CC=CC3C2=N1